N,N-dimethyl-2-chloronicotinamide CN(C(C1=C(N=CC=C1)Cl)=O)C